CN1C(=NC2=C(C=C(C=C2C1=O)C)C(C)NC1=C(C(=O)O)C(=CC=C1)F)N1CCOCC1 2-[1-(3,6-dimethyl-2-morpholino-4-oxo-quinazolin-8-yl)ethylamino]-6-fluoro-benzoic acid